4-(5-Bromo-3-(trifluoromethyl)pyridin-2-yl)piperazine-1-carboxylate BrC=1C=C(C(=NC1)N1CCN(CC1)C(=O)[O-])C(F)(F)F